ClC=1C=C2C(=CC1)NC(C21CCN(CC1)CCOC1=CC=C(C=C1)S(=O)(=O)CCN(C(C)=O)C)=O N-{2-[4-(2-{5-chloro-2-oxo-1,2-dihydrospiro[indole-3,4'-piperidin]-1'-yl}ethoxy)benzenesulfonyl]ethyl}-N-methylacetamide